CC1=C(C(=C(C1([Hf]C=1CC=2C=C3C(=CC2C1CCCCC)C=CC=C3)C)C)C)C pentamethylcyclopentadienyl(1-pentyl-benz[f]indenyl)hafnium